(4E)-11,11-dipropoxy-4-undecenyltrimethylphosphonium bromide [Br-].C(CC)OC(CCCCC/C=C/CCC[P+](C)(C)C)OCCC